2-[(4-ethoxyphenyl)methyl-amino]-5-propyl-4H-[1,2,4]-triazolo[1,5-a]pyrimidin-7-one C(C)OC1=CC=C(C=C1)CNC1=NN2C(NC(=CC2=O)CCC)=N1